C(C)(C)(C)NS(=O)(=O)C1=C(C=CC(=C1)C=1C=NC(=CC1)O)C1=CN=C(S1)[C@@H]1CC[C@H](CC1)NC(OC(C)C)=O isopropyl (trans-4-(5-(2-(N-(tert-butyl)sulfamoyl)-4-(6-hydroxy pyridin-3-yl)phenyl)thiazol-2-yl)cyclohexyl)carbamate